N1N=CC2=CC=C(C=C12)N indazol-6-amine